FC=1C(=C(C=CC1)C(C(=O)O)N1CC(C1)OCCCCCC1=NC=2NCCCC2C=C1)C1OCCC1 2-(3-fluoro-2-(tetrahydrofuran-2-yl)phenyl)-2-(3-((5-(5,6,7,8-tetrahydro-1,8-naphthyridin-2-yl)pentyl)oxy)azetidin-1-yl)acetic acid